ClC=1C=CC=C2C=CC=C(C12)C=1C(=CC2C(=C(C(=NC2C1)OC[C@H]1N(CCC1)C)CC#N)N1C[C@@H](N(CC1)C(C(=C)F)=O)CC#N)F 7-(8-chloronaphthalen-1-yl)-4-((S)-3-(cyanomethyl)-4-(2-fluoroacryloyl)piperazin-1-yl)-6-fluoro-2-(((S)-1-methylpyrrolidin-2-yl)methoxy)-4a,8a-dihydroquinoline-3-acetonitrile